tert-butyl (trans)-4-aminocyclohexylcarbamate N[C@@H]1CC[C@H](CC1)NC(OC(C)(C)C)=O